FC=1C(=CC=2C3=C(N(C(C2C1)=O)C)COCC3N(C(=O)NC3=CC(=C(C=C3)F)Cl)C)F 1-(8,9-difluoro-5-methyl-6-oxo-1,4,5,6-tetrahydro-2H-pyrano[3,4-c]isoquinolin-1-yl)-3-(3-chloro-4-fluorophenyl)-1-methylurea